3,4,5-trifluorophenyl 3,5-difluoro-4'-propylbiphenyl-4-thiocarboxylate FC=1C=C(C=C(C1C(OC1=CC(=C(C(=C1)F)F)F)=S)F)C1=CC=C(C=C1)CCC